5-[2,6-diazaspiro[3.3]heptan-2-yl]-3-fluoro-N-[8-fluoro-2-methylimidazo[1,2-a]pyridine-6-yl]thiophene-2-carboxamide C1N(CC12CNC2)C2=CC(=C(S2)C(=O)NC=2C=C(C=1N(C2)C=C(N1)C)F)F